O=C1N(CCC(N1)=O)C=1C=C(C=CC1OC)N1CCN(CC1)CCC(=O)N1CCC(CC1)NC(OC(C)(C)C)=O tert-butyl (1-(3-(4-(3-(2,4-dioxotetrahydropyrimidin-1(2H)-yl)-4-methoxyphenyl)piperazin-1-yl)propanoyl)piperidin-4-yl)carbamate